C(C)(C)(C)C1=CC=C(C=C1)C1OC2=CC(=NC(NS(C=3C=CC=C(C(N(C1)CCC(C)(C)C)=O)C3)(=O)=O)=N2)C2=C(C=CC=C2C)C 10-(4-tert-butylphenyl)-12-(3,3-dimethylbutyl)-6-(2,6-dimethylphenyl)-2,2-dioxo-9-oxa-2λ6-thia-3,5,12,19-tetrazatricyclo[12.3.1.14,8]nonadeca-1(18),4(19),5,7,14,16-hexaen-13-one